3-(2-ethyl-isocyanato-octadecanyl)thiophene C(C)C(CC1=CSC=C1)CCCCCCCCCCCCCCCCN=C=O